C1=CC=C2C(=C1)C3=CC=CC=C3C24C5=C(C=CC(=C5)C6=C7C=CC8=CC=CC9=C8C7=C(C=C9)C=C6)C1=C4C=C(C=C1)C1=C2C=CC3=CC=CC4=C3C2=C(C=C4)C=C1 2,7-di-pyrenyl-9,9-spirobifluorene